5-(bromomethyl)-5-(4-trifluoromethylphenyl)-3-methylenedihydrofuran-2(3H)-one BrCC1(CC(C(O1)=O)=C)C1=CC=C(C=C1)C(F)(F)F